BrC=1C=C2C(=C(NC2=CC1Cl)C)C(C(Cl)(Cl)Cl)=O 1-(5-bromo-6-chloro-2-methyl-1H-indol-3-yl)-2,2,2-trichloroethan-1-one